3-(4-Chloro-2-fluoro-5-mercaptophenyl)-1,5-dimethyl-6-trifluoromethyl-1H-pyrimidine-2,4-dione ClC1=CC(=C(C=C1S)N1C(N(C(=C(C1=O)C)C(F)(F)F)C)=O)F